CC1(C2=CC(=CC=C2C(C=2C3=C(OC21)C=CC=C3)=O)OCCN3CCOCC3)C 6,6-Dimethyl-8-(2-morpholin-4-yl-ethoxy)-6H-benzo[b]naphtho[2,3-d]furan-11-one